bis(4-aminophenoxy)methyldodecyl-silanediamine NC1=CC=C(OC(OC2=CC=C(C=C2)N)[Si](N)(N)CCCCCCCCCCCC)C=C1